CN1C(C(=CC2=CC=NC(=C12)OCC1(CC1)S(N)(=O)=O)C(=O)OCC)=O ethyl 1-methyl-2-oxo-8-((1-sulfamoylcyclopropyl)methoxy)-1,2-dihydro-1,7-naphthyridine-3-carboxylate